BrC1=CC=C(C=C1)NP(=S)(C1=CC=CC=C1)C1=CC=CC=C1 N-(4-Bromophenyl)-P,P-diphenylphosphinothioic amide